4-fluoro-2-(trifluoromethyl)benzonitrile FC1=CC(=C(C#N)C=C1)C(F)(F)F